BrC=1C(=NC(=NC1COC)N1C=CC2=CC=C(C=C12)Cl)OC N-[5-bromo-4-methoxy-6-(methoxymethyl)pyrimidin-2-yl]-6-chloro-1H-indole